(E)-4-[3-[4-[3-[[4-[[(7R)-8-cyclopentyl-7-ethyl-5-methyl-6-oxo-7H-pteridin-2-yl]amino]-3-methoxy-benzoyl]amino]propyl]piperazin-1-yl]propyl-methyl-amino]but-2-enoic acid C1(CCCC1)N1[C@@H](C(N(C=2C=NC(=NC12)NC1=C(C=C(C(=O)NCCCN2CCN(CC2)CCCN(C/C=C/C(=O)O)C)C=C1)OC)C)=O)CC